7-oxo-5H,6H,7H-pyrrolo[3,4-b]Pyridine-2-carboxylic acid methyl ester COC(=O)C1=CC=C2C(=N1)C(NC2)=O